Cl.C[C@@]1(NCCC1)C(=O)OCC1=CC=CC=C1 (S)-benzyl 2-methylpyrrolidine-2-carboxylate hydrochloride